3-amino-N-(2-fluoroethyl)-7,8-dihydro-1,6-naphthyridine-6(5H)-carboxamide NC=1C=NC=2CCN(CC2C1)C(=O)NCCF